FC1=C(OC2=C(C=C(C=C2)C(C)(C)O)C=2C3=C(C(N(C2)C)=O)C=C(O3)C3=CC(=C(C(=C3)C)OCCO)C)C=CC(=C1)F 7-(2-(2,4-Difluorophenoxy)-5-(2-hydroxypropan-2-yl)phenyl)-2-(4-(2-hydroxyethoxy)-3,5-Dimethylphenyl)-5-methylfuro[3,2-c]pyridin-4(5H)-one